C(C)(=O)OCC(OCC(OCC(C)OCCCC)C)C tripropylene glycol monoButyl ether acetate